(S)-(4-(7H-pyrrolo[2,3-d]pyrimidin-4-yl)-3,4-dihydro-2H-1,4-thiazin-6-yl)(3-aminopyrrolidin-1-yl)methanone hydrochloride Cl.N1=CN=C(C2=C1NC=C2)N2CCSC(=C2)C(=O)N2C[C@H](CC2)N